O[C@H]([C@H](NC)C(=O)O)C(C)C (S,S)-β-hydroxy-N-methyl-leucine